(3-(hydroxy-methyl)-3,4-dihydroisoquinolin-2(1H)-yl)methanone OCC1N(CC2=CC=CC=C2C1)C=O